3-(4-Chlorophenyl)-1-[2,4-dihydroxy-6-[3,4,5-trihydroxy-6-(hydroxymethyl)oxan-2-yl]oxyphenyl]prop-2-en-1-one ClC1=CC=C(C=C1)C=CC(=O)C1=C(C=C(C=C1OC1OC(C(C(C1O)O)O)CO)O)O